BrC1=C(C=NN1CC)CN1C(=NC=C1)C1=C(C=O)C=C(C=C1)F 2-(1-((5-bromo-1-ethyl-1H-pyrazol-4-yl)methyl)-1H-imidazol-2-yl)-5-fluorobenzaldehyde